N(N)C1=CC=C(C=N1)C(=O)O 6-hydrazinopyridine-3-carboxylic acid